(2S)-(+)-amino-5-iodoacetaminopentanoic acid N[C@@](C(=O)O)(CCCI)NC(=O)C